[(4-bromophenyl)sulfanyl]-2-methylpropan-2-ol BrC1=CC=C(C=C1)SCC(C)(O)C